C(C1=CC=CC=C1)NC(N([C@@H]1CC[C@H](CC1)NC1=NC=CC=N1)C1=CC=C(C=C1)C=1C=NN(C1)C)=O 3-benzyl-1-(4-(1-methyl-1H-pyrazol-4-yl)phenyl)-1-(trans-4-(pyrimidin-2-ylamino)cyclohexyl)urea